BrC1=C(C(=O)OC)C=CC(=C1F)OC methyl 2-bromo-3-fluoro-4-methoxybenzoate